4,6-dichloro-7-methoxy-2-methyl-3-(4'-(pentafluorosulfanyl)-[1,1'-biphenyl]-4-yl)quinoline ClC1=C(C(=NC2=CC(=C(C=C12)Cl)OC)C)C1=CC=C(C=C1)C1=CC=C(C=C1)S(F)(F)(F)(F)F